BrC1=CC=C(C(C(=O)OCC)=C1)O ethyl 5-bromo-salicylate